C(C)(C)(C)OC(=O)N1CCC(CC1)(F)CN1CCN(CC1)C(=O)OCC1=CC=CC=C1 benzyl 4-[(1-tert-butoxycarbonyl-4-fluoro-4-piperidyl)methyl]piperazine-1-carboxylate